C1(CC1)N1N=CC(=C1)C1=C2C=CN(C(C2=CN=C1)=O)CC=1N=C2N(C=C(C=C2)C)C1 5-(1-cyclopropyl-1H-pyrazol-4-yl)-2-((6-methylimidazo[1,2-a]pyridin-2-yl)methyl)-2,7-naphthyridin-1(2H)-one